(6-(7-chloro-5H-pyrrolo[2,3-b]pyrazin-2-yl)-8-((R)-morpholin-3-yl)-3,4-dihydroisoquinolin-2(1H)-yl)(4-hydroxy-2,2-dimethylpyrrolidin-1-yl)methanone ClC1=CNC2=NC=C(N=C21)C=2C=C1CCN(CC1=C(C2)[C@H]2NCCOC2)C(=O)N2C(CC(C2)O)(C)C